FC(C=1OC(=NN1)C1=CC=C(C=C1)CN1N=NC(=C1)C1=CC(=CC=C1)N1[C@@H]2CN([C@H](C1)C2)C)F 2-(difluoromethyl)-5-(4-((4-(3-((1S,4S)-5-methyl-2,5-diazabicyclo[2.2.1]heptan-2-yl)phenyl)-1H-1,2,3-triazol-1-yl)methyl)phenyl)-1,3,4-oxadiazole